1-dibenzothiophen-2-yl-phenylamine C1=C(C=CC=2SC3=C(C21)C=CC=C3)C3(CC=CC=C3)N